(+)-endo-2-norbornanol C12C(CC(CC1)C2)O